(1R,2S,5S)-N-[(5-benzyloxy-1-methyl-pyrazol-4-yl)-cyano-methyl]-3-[(2S)-3,3-dimethyl-2-[(2,2,2-trifluoroacetyl)amino]butanoyl]-6,6-dimethyl-3-azabicyclo[3.1.0]hexane-2-carboxamide C(C1=CC=CC=C1)OC1=C(C=NN1C)C(NC(=O)[C@@H]1[C@H]2C([C@H]2CN1C([C@H](C(C)(C)C)NC(C(F)(F)F)=O)=O)(C)C)C#N